(1R)-2,2-difluorocyclopropanamine hydrochloride Cl.FC1([C@@H](C1)N)F